NCC1=C(C=C2C=C(N(C2=C1)S(=O)(=O)C1=CC=CC=C1)CNC(=O)C1(CC1)C)F N-((6-(aminomethyl)-5-fluoro-1-(phenylsulfonyl)-1H-indol-2-yl)methyl)-1-methylcyclopropane-1-carboxamide